C(C)C(C[Zr](CC(CCCC)CC)(CC(CCCC)CC)CC(CCCC)CC)CCCC.[Zr] zirconium tetra(2-ethylhexyl)zirconium